(R)-N-(1-(tert-butoxycarbonyl)piperidin-3-yl)-8-methylisoquinolin-1-aminium C(C)(C)(C)OC(=O)N1C[C@@H](CCC1)[NH2+]C1=NC=CC2=CC=CC(=C12)C